N1S(CC2=C1C=CC=C2)(=O)=O 1,3-dihydrobenzo[c]isothiazole 2,2-dioxide